O[C@@H]1[C@H](COC1)NC1=NC=C2N=C(N(C2=N1)C1CCC(CC1)C(=O)N)NC1=C(C=C(C=C1F)F)F (1R,4s)-4-(2-((3S,4R)-4-hydroxytetrahydrofuran-3-ylamino)-8-(2,4,6-trifluorophenylamino)-9H-purin-9-yl)cyclohexanecarboxamide